ClC=1C=C(C=C(C1)Cl)NC1=C(C(=O)O)C=CC=C1 2-(3,5-dichlorophenyl-amino)benzoic acid